1,5-dichloropyrimidine ClN1CN=CC(=C1)Cl